ClC=1C(=NC(=NC1)NC1=CC(=CC(=C1)CN1C[C@H](N[C@H](C1)C)C)C1CC1)C1=CNC2=CC(=C(C=C12)O)C 3-(5-chloro-2-((3-cyclopropyl-5-(((3R,5S)-3,5-dimethylpiperazin-1-yl)methyl)phenyl)amino)pyrimidine-4-yl)-6-methyl-1H-indol-5-ol